2-(5,6-dimethyl-2-oxo-2,3-dihydro-1H-indol-1-yl)acetamide CC=1C=C2CC(N(C2=CC1C)CC(=O)N)=O